C(C)(C)(C)OC(=O)N1C(C(=CC1)C1=CC=2C(=NC=CC2NC=2C(=CC3=C(N=CS3)C2F)F)S1)(C)C 3-(4-((4,6-difluoro-benzo[d]thiazol-5-yl)amino)thieno[2,3-b]pyridin-2-yl)-2,2-dimethyl-2,5-dihydro-1H-pyrrole-1-carboxylic acid tert-butyl ester